C(C)(C)(C)OC(=O)C1N(C(CC1)=O)C(COC)=O (2-methoxyacetyl)-5-oxopyrrolidine-2-carboxylic acid tert-butyl ester